N1CC(C1)N1C[C@@]2([C@@H](CN(CC2)C2=C(C(=CC=C2)OC)Cl)CC)C=2C=CC(=NC2C1=O)C=1C(=NC=CC1)OCC |r| rac-(3'S,5S)-7-(azetidin-3-yl)-1'-(2-chloro-3-methoxyphenyl)-2-(2-ethoxypyridin-3-yl)-3'-ethylspiro[6H-1,7-naphthyridine-5,4'-piperidine]-8-one